(Z)-4-(5-Benzylidene-hydroxy-4-(1H-tetrazol-5-yl)phenyl)butanamide C(/C1=CC=CC=C1)=C\1/C(C=C(C(=C1)CCCC(=O)N)O)C1=NN=NN1